FC=1C=CC(=C2C=C(N(C12)CCNC1=CC(=NC=N1)C=1C=C2[C@H](NC(C2=CC1)=O)CC(C)C)C)OC |r| rac-5-{6-[2-(7-Fluoro-4-methoxy-2-methyl-indol-1-yl)-ethylamino]-pyrimidin-4-yl}-3-isobutyl-2,3-dihydro-isoindol-1-one